ClC=1C=C(C=CC1)C1=CC(=C(C(=N1)OC)C#N)C1=CC=C(C=C1)F 6-(3-Chlorophenyl)-4-(4-fluorophenyl)-2-methoxypyridine-3-carbonitrile